N1(C=CC=C1)C1=NC(=NC(=N1)C1=NC(=CC=C1)C(F)(F)F)NC1=CC(=NC=C1)C(F)(F)F 4-(1H-pyrrol-1-yl)-6-(6-(trifluoromethyl)pyridin-2-yl)-N-(2-(trifluoromethyl)pyridin-4-yl)-1,3,5-triazin-2-amine